(3S,4R)-4-amino-1-(4-bromophenyl)sulfonyl-piperidin-3-ol hydrochloride Cl.N[C@H]1[C@H](CN(CC1)S(=O)(=O)C1=CC=C(C=C1)Br)O